benzyl 3,3-dichloro-2-oxo-9-azadispiro[3.1.56.14]dodecane-9-carboxylate ClC1(C(CC12CC1(CCN(CC1)C(=O)OCC1=CC=CC=C1)C2)=O)Cl